C(C)OC(NC1=CC=C(C=C1)[N+](=O)[O-])=O Ethyl-4-Nitrophenylcarbamat